FC(C1=NN=C(S1)C1=NC=C2N1C=C(C=C2)S(=O)(=O)Cl)F 3-(5-(difluoromethyl)-1,3,4-thiadiazol-2-yl)imidazo[1,5-a]pyridine-6-sulfonyl chloride